ClC1=NC(=NC(=C1C)Cl)C 4,6-dichloro-2,5-dimethyl-pyrimidine